S(=O)(=O)(O)[Ce](S(=O)(=O)O)(S(=O)(=O)O)S(=O)(=O)O tetra-sulfocerium